5-(2-methoxy-4-pyridyl)-2-(trifluoromethyl)pyrimidin-4-amine COC1=NC=CC(=C1)C=1C(=NC(=NC1)C(F)(F)F)N